[3-(trifluoromethoxy)pyridin-2-yl]methylamine FC(OC=1C(=NC=CC1)CN)(F)F